COC([C@H](CO)O)=O (s)-2,3-dihydroxypropionic acid methyl ester